5-((4'-cyano-[1,1'-biphenyl]-4-yl)methoxy)-1H-1,2,3-triazole-4-carboxylic acid C(#N)C1=CC=C(C=C1)C1=CC=C(C=C1)COC1=C(N=NN1)C(=O)O